CC(C)[C@@H](C)C=C[C@@H](C)[C@H]1CC[C@H]2C3=CC(C4CCCC[C@]4(C)[C@H]3CC[C@]12C)=O ergosta-7,22-dien-6-one